Methyl 7-chloro-2-((1R,4R)-4-(dimethylamino) cyclohexyl)-2,4-dimethylbenzo[d][1,3]dioxolane-5-carboxylate ClC1=CC(=C(C2=C1OC(O2)(C)C2CCC(CC2)N(C)C)C)C(=O)OC